C(CCC)O.[Fe] iron butyl alcohol